C(C)NC1=C2C(=NC=3C=C(C(=CC13)OC)OCCCN1CCCC1)CC(C2)(C)C N-ethyl-7-methoxy-2,2-dimethyl-6-[3-(pyrrolidin-1-yl)propoxy]-1H,2H,3H-cyclopenta[b]quinolin-9-amine